6-(5-(Phenylamino)pyridin-3-yl)benzo[d]oxazol-2(3H)-one C1(=CC=CC=C1)NC=1C=C(C=NC1)C1=CC2=C(NC(O2)=O)C=C1